{p-[(1-{(S)-2-[(S)-3-Isobutyl-2-oxo-1-piperazinyl]-4-methylvaleryl}-4-piperidyl)methoxy]phenyl}acetic acid C(C(C)C)[C@H]1C(N(CCN1)[C@H](C(=O)N1CCC(CC1)COC1=CC=C(C=C1)CC(=O)O)CC(C)C)=O